C(CCCC)C1=CC(=C(C(=C1)C(C)(C)C)O)C(C)(C)C 4-pentyl-2,6-di-tert-butylphenol